N-{3-[1-(2-nitrophenyl)-1H-pyrrol-2-yl]-allylidene}-aminoguanidine [N+](=O)([O-])C1=C(C=CC=C1)N1C(=CC=C1)C=CC=NC(=NN)N